3-hydroxyundecylenate OC(CC(=O)[O-])CCCCCCC=C